C1(=CC=CC=C1)[Se]C1=CN=C(N=N1)N1CCC2(CC1)[C@@H](C1=CC=CC=C1C2)N (S)-1'-(6-(phenylselenyl)-1,2,4-triazin-3-yl)-1,3-dihydrospiro[inden-2,4'-piperidin]-1-amine